C(C)C(CO)(CC)CC 2,2-diethyl-butan-1-ol